2-Aminofluorobenzoic acid NC1=C(C(=O)O)C=CC=C1F